FC=1C=C2C(=C(NC2=C(C1)F)C1=CC=C(C=C1)F)CC1CC(C1)NC(CC(C)(C)O)=O N-[3-[[5,7-difluoro-2-(4-fluorophenyl)-1H-indol-3-yl]methyl]cyclobutyl]-3-hydroxy-3-methylbutanamide